(2S,3R,4R,5S)-1-(2,6-difluoro-3-isopropylphenethyl)-2-(hydroxymethyl)piperidine-3,4,5-triol FC1=C(CCN2[C@H]([C@H]([C@@H]([C@H](C2)O)O)O)CO)C(=CC=C1C(C)C)F